6-(methanesulfonylmethyl)-N-(7-{8-methyl-1H,2H,3H-pyrido[2,3-b][1,4]oxazin-7-yl}-5H,6H,7H,8H-pyrido[3,4-d]pyrimidin-2-yl)pyridin-3-amine CS(=O)(=O)CC1=CC=C(C=N1)NC=1N=CC2=C(N1)CN(CC2)C2=C(C1=C(OCCN1)N=C2)C